(S)-tert-butyl 7-hydroxy-3-((R)-1-hydroxy-2-(2-(methyl(propyl)amino)-6-(oxetan-3-ylamino)pyrimidine-4-carboxamido)ethyl)-3,4-dihydroisoquinoline-2(1H)-carboxylate OC1=CC=C2C[C@H](N(CC2=C1)C(=O)OC(C)(C)C)[C@@H](CNC(=O)C1=NC(=NC(=C1)NC1COC1)N(CCC)C)O